Cl.CN(C(C1=C(C=CC=C1)C)=O)C1=C(C=C(C=C1)S(N[C@H](C)C1CCNCC1)(=O)=O)C (R)-N,2-dimethyl-N-(2-methyl-4-(N-(1-(piperidin-4-yl)ethyl)sulfamoyl)phenyl)benzamide hydrochloride